C1N(CC12CNC2)C2=CC=C(C=C2)NC=2C(=NC=C(N2)N2CC(CCC2)N2C(N(CC2)C2COC2)=O)C(=O)N ((4-(2,6-diazaspiro[3.3]heptan-2-yl)phenyl)amino)-5-(3-(3-(oxetan-3-yl)-2-oxoimidazolidin-1-yl)piperidin-1-yl)pyrazine-2-carboxamide